C(#N)C=1C=C(C=CC1)[C@H]1CC[C@H](CC1)OC[C@@H]1N(CCC[C@@H]1NS(=O)(=O)C)C(=O)NCC cis-2-(((cis-4-(3-cyanophenyl)cyclohexyl)oxy)methyl)-N-ethyl-3-((methylsulfonyl)amino)piperidine-1-carboxamide